diethyl 1-[3-(tert-butoxycarbonylamino)-2,2-difluoro-propyl]-4-chloro-pyrazole-3,5-dicarboxylate C(C)(C)(C)OC(=O)NCC(CN1N=C(C(=C1C(=O)OCC)Cl)C(=O)OCC)(F)F